C1=CC=CC=2C3=CC=CC=C3N(C12)C1=CC=C(C=C1)C1=CC=C(C=C1)C1=C2C(=C3N(C4=CC=CC=C4C3=C1)C1=CC=CC=C1)N(C=1C=CC=CC12)C1=CC=CC=C1 5-[4'-(9H-carbazol-9-yl)-biphenyl-4-yl]-11,12-diphenylindolo[2,3-a]carbazole